Pivaloylcarnitine CC(C)(C)C(=O)OC(CC(=O)[O-])C[N+](C)(C)C